CN1C(=NC=2C1=NC(=C(N2)NC2=C(C=CC=C2)F)NC2=CC=C(C=C2)C)C(F)(F)F 1-Methyl-N5-(2-fluorophenyl)-N6-(p-tolyl)-2-(trifluoromethyl)-imidazo[4,5-b]pyrazine-5,6-diamine